CN(CCCOC1=C(C=CC(=C1)C#C)CNC(=O)[C@H]1N(C[C@@H](C1)O)C(=O)C(C(C)(C)C)NC(OC(C)(C)C)=O)C tert-butyl N-[1-[(2S,4R)-2-[[2-[3-(dimethylamino)propoxy]-4-ethynyl-phenyl]methylcarbamoyl]-4-hydroxy-pyrrolidine-1-carbonyl]-2,2-dimethyl-propyl]carbamate